2-[(2S,4R)-2-{[(S)-(4-cyclopropyl-3-fluorophenyl)(phenyl) methyl]carbamoyl}-4-fluoropyrrolidin-1-yl]-2-oxoethyl azetidine-1-carboxylate N1(CCC1)C(=O)OCC(=O)N1[C@@H](C[C@H](C1)F)C(N[C@@H](C1=CC=CC=C1)C1=CC(=C(C=C1)C1CC1)F)=O